O1C(=CC=C1)C1=CC(=NN1CC(=O)N[C@@H](CC(C)C)B(O)O)C1=C(C=CC=C1)OS(=O)(=O)C1=CC(=CC=C1)C(F)(F)F (R)-(1-(2-(5-(furan-2-yl)-3-(2-(((3-(trifluoromethyl)phenyl)sulfonyl)oxy)benzeneyl)-1H-pyrazol-1-yl)acetamido)-3-methylbutyl)boronic acid